N-[2-({4-[3-(1-benzothiophen-6-yl)-1H-pyrrolo[3,2-b]pyridin-2-yl]pyridin-3-yl}oxy)ethyl]-N-methylethenesulfonamide S1C=CC2=C1C=C(C=C2)C2=C(NC=1C2=NC=CC1)C1=C(C=NC=C1)OCCN(S(=O)(=O)C=C)C